C1(=CC=CC=C1)OC(=O)N(N(OCC1=CC=CC=C1)C(=O)OC1=CC=CC=C1)OCC1=CC=CC=C1 N,N'-diphenyloxycarbonyl-N,N'-dibenzyloxyhydrazine